Cl.Cl.ClC1=CNC2=NC=C(C=C21)CNC([C@H](C)NC(=O)[C@@H]2NC[C@H](C2)CC2=CC(=CC=C2)Cl)=O (2R,4S)-N-((S)-1-(((3-chloro-1H-pyrrolo[2,3-b]pyridin-5-yl)methyl)amino)-1-oxoprop-2-yl)-4-(3-chlorobenzyl)pyrrolidine-2-carboxamide dihydrochloride